FC=1C=CC(=C(C1)CC(=O)OC)[C@@H]1OCCCC1 |r| racemic-methyl 2-(5-fluoro-2-(tetrahydro-2H-pyran-2-yl)phenyl)acetate